N-vinylcapryllactam C(=C)N1C(CCCCCCC1)=O